Cl.C(C1=CC=CC=C1)N1CCC(CC1)N1N=CC=C(C1=O)C1=CC=CC=C1 2-(1-Benzylpiperidin-4-yl)-4-phenylpyridazin-3(2H)-on Hydrochlorid